N-[1-[(2R,4S,5R)-5-[[tert-butyl(dimethyl)silyl]oxymethyl]-5-ethyl-4-(methoxymethoxy)tetrahydrofuran-2-yl]-5-fluoro-2-oxo-pyrimidin-4-yl]benzamide [Si](C)(C)(C(C)(C)C)OC[C@@]1([C@H](C[C@@H](O1)N1C(N=C(C(=C1)F)NC(C1=CC=CC=C1)=O)=O)OCOC)CC